(5S,8S,10aR)-3-[(benzyloxy)carbonyl]-5-[(tert-butoxycarbonyl)amino]-6-oxo-octahydropyrrolo[1,2-a][1,5]diazocine-8-carboxylic acid C(C1=CC=CC=C1)OC(=O)N1CC[C@@H]2N(C([C@H](C1)NC(=O)OC(C)(C)C)=O)[C@@H](CC2)C(=O)O